N1=CN=C2NC=NC2=C1NC(=O)N[C@@H]([C@H](OC(CC[C@@H](C)O[C@@H]1O[C@H]([C@@H](C[C@H]1O)O)C)=O)C)C(=O)O N-((9H-purin-6-yl)carbamoyl)-O-((R)-4-(((2R,3R,5R,6S)-3,5-dihydroxy-6-methyltetrahydro-2H-pyran-2-yl)oxy)pentanoyl)-L-threonine